C(CCCCC)C1C(N(C(C1)=O)NC(C1=CC=C(C=C1)C(F)(F)F)=O)=O N-(3-hexyl-2,5-dioxopyrrolidin-1-yl)-4-trifluoromethyl-benzamide